CC=1C(N(C=C(N1)C1=CC=CC=C1)C1OCCCC1)=O 3-methyl-5-phenyl-1-(tetrahydro-2H-pyran-2-yl)pyrazin-2(1H)-one